[3-[4-nitro-3-(trifluoromethyl)pyrazol-1-yl]phenyl]methanol [N+](=O)([O-])C=1C(=NN(C1)C=1C=C(C=CC1)CO)C(F)(F)F